cyclooctane-1,5-diene platinum [Pt].C1=CCCC=CCC1